BrC1=CC(=CC=C1)OC(C)C 1-bromo-3-(propan-2-yloxy)benzene